(R) or (S)-1-ethyl-4-fluoro-N'-(((S)-3-methyl-1,2,3,5,6,7-hexahydrodicyclopenta[b,e]pyridin-8-yl)carbamoyl)-1H-pyrazole-3-sulfonimidamide C(C)N1N=C(C(=C1)F)[S@@](=O)(N)=NC(NC1=C2C(=NC3=C1CCC3)[C@H](CC2)C)=O |o1:8|